C(C)(C)(C)OC(=O)N1CCC2(CC(C[C@H]2NC(=O)OC(C)(C)C)(F)F)CC1 (1R)-1-{[(tert-butoxy)carbonyl]amino}-3,3-difluoro-8-azaspiro[4.5]decane-8-carboxylic acid tert-butyl ester